6-hydroxy-2-(quinolin-3-ylmethylene)-2,3-dihydro-1H-inden-1-one OC1=CC=C2CC(C(C2=C1)=O)=CC=1C=NC2=CC=CC=C2C1